1-[(3S)-4-[7-[6-amino-4-methyl-3-(trifluoromethyl)-2-pyridinyl]-6-chloro-8-fluoro-quinazolin-4-yl]-3-methyl-piperazin-1-yl]prop-2-en-1-one NC1=CC(=C(C(=N1)C1=C(C=C2C(=NC=NC2=C1F)N1[C@H](CN(CC1)C(C=C)=O)C)Cl)C(F)(F)F)C